arsenic-germanium [Ge].[As]